C(#C)C1=C2C(=CC(=NC2=CC=C1C)O)C1=C(C=2N=C(N=C(C2C=N1)N1CC2CCC(C1)O2)OC[C@]21CCCN1C[C@@H](C2)F)F 5-ethynyl-4-[8-fluoro-2-{[(2R,7aS)-2-fluorotetrahydro-1H-pyrrolizin-7a(5H)-yl]methoxy}-4-(8-oxa-3-azabicyclo[3.2.1]octan-3-yl)pyrido[4,3-d]pyrimidin-7-yl]-6-methylquinolin-2-ol